C(C)(=O)OC1=C(C(=O)OCN2C=CC3=C2N=CN=C3N(C)[C@H]3CN(CC[C@H]3C)C(CC#N)=O)C=CC=C1 (4-(((3R,4R)-1-(2-cyanoacetyl)-4-methylpiperidin-3-yl) (methyl)amino)-7H-pyrrolo[2,3-d]pyrimidin-7-yl)methyl 2-acetoxybenzoate